N-(2-((2-(2,6-dichloro-3,5-dimethoxyphenyl)thieno[3,2-c]pyridin-6-yl)amino)-3-methylphenyl)acrylamide ClC1=C(C(=C(C=C1OC)OC)Cl)C1=CC=2C=NC(=CC2S1)NC1=C(C=CC=C1C)NC(C=C)=O